3-fluoro-N-(morpholin-3-ylmethyl)benzamide FC=1C=C(C(=O)NCC2NCCOC2)C=CC1